6-ethoxy-N-(1H-indol-3-yl)-6,9-dihydrofuro[3,2-H]isoquinoline-8(7H)-carboxamide C(C)OC1CN(CC=2C3=C(C=CC12)C=CO3)C(=O)NC3=CNC1=CC=CC=C31